C(C(C)C)C1=NN(C(=C1O)C(C)C)C(C)(C)C 3-isobutyl-1-tert-butyl-4-hydroxy-5-isopropyl-pyrazole